5-((benzyl-((S)-1-chloropropane-2-yl)amino)methyl)pyrrolidin-2-one C(C1=CC=CC=C1)N([C@H](CCl)C)CC1CCC(N1)=O